O=C1NC(CCC1N1C(C2=CC=CC(=C2C1=O)SCCC(=O)NC)=O)=O 3-((2-(2,6-dioxopiperidin-3-yl)-1,3-dioxoisoindolin-4-yl)sulfanyl)-N-methylpropanamide